NC1=C(C(=O)O)C=C(C=C1I)C 2-amino-3-iodo-5-methyl-benzoic acid